OC1(CC(C1)C(=O)N1CC2(C1)CCC(CC2)OC2=CC(=C(C=C2)C(F)(F)F)C)C ((1s,3s)-3-hydroxy-3-methylcyclobutyl)(7-(3-methyl-4-(trifluoromethyl)phenoxy)-2-azaspiro[3.5]non-2-yl)methanone